BrC1=CC(=C(C=C1)OC1=CC=C(C=C1)OC(F)(F)F)C(F)F 4-bromo-2-(difluoromethyl)-1-(4-(trifluoromethoxy)phenoxy)benzene